FC1=C2C=C(N=NC2=CC(=C1)C=1C=C(C=2N(N1)C=C(N2)C)OCCCN(C)C)C2CCNCC2 3-({6-[5-Fluoro-3-(piperidin-4-yl)cinnolin-7-yl]-2-methylimidazo[1,2-b]pyridazin-8-yl}oxy)-N,N-dimethylpropan-1-amin